(+/-)-6-{[trans-4-(4-methoxyphenyl)-piperidin-3-yl]methoxy}isoindolin-1-one hydrochloride Cl.COC1=CC=C(C=C1)[C@H]1[C@@H](CNCC1)COC1=CC=C2CNC(C2=C1)=O |r|